C(C1=CC=CC=C1)OC(CCC(C(N)=O)N1C(C2=CC=CC(=C2C1)OCC1=CC=C(C=C1)CBr)=O)=O 4-[4-(4-Bromomethyl-benzyloxy)-1-oxo-1,3-dihydro-isoindol-2-yl]-4-carbamoyl-butyric Acid Benzyl Ester